[Si](C1=CC=CC=C1)(C1=CC=CC=C1)(C(C)(C)C)OCC[C@H](CCC)NC=1C2=C(N=C(N1)NC(=O)OC)C=NN2CC=2C=C(C(=O)OC)C=CC2OC methyl (S)-3-((7-((1-((tert-butyldiphenylsilyl)oxy)hexan-3-yl)amino)-5-((methoxycarbonyl)amino)-1H-pyrazolo[4,3-d]pyrimidin-1-yl)methyl)-4-methoxybenzoate